(S)-1-methyl-N-(6-(5-methylisoxazol-3-yl)-2,3-dihydrobenzofuran-3-yl)-1H-pyrazole-4-carboxamide CN1N=CC(=C1)C(=O)N[C@@H]1COC2=C1C=CC(=C2)C2=NOC(=C2)C